O1C(=CC=C1)C=CC(=O)O 3-(furan-2-yl)acrylic acid